C(#N)[C@H]1CN(C[C@@H]1C1=CC=CC=C1)C(=O)[C@@H]1CC[C@H]2N1C([C@H](CCCC2)NC(=O)C2=CC1=C(S2)C=CC(=C1)C(F)P(O)(O)=O)=O ((2-(((3S,6S,10aS)-3-((3R,4S)-3-cyano-4-phenylpyrrolidine-1-carbonyl)-5-oxodecahydropyrrolo[1,2-a]azocin-6-yl)carbamoyl)benzo[b]thiophen-5-yl)fluoromethyl)phosphonic acid